(9,9-dihexyl-9H-fluorene-2-yl)boric acid C(CCCCC)C1(C2=CC=CC=C2C=2C=CC(=CC12)OB(O)O)CCCCCC